1-(4-cyanobenzyl)-1H-pyrazole-4-carboxylic acid C(#N)C1=CC=C(CN2N=CC(=C2)C(=O)O)C=C1